FC1=C(C=CC(=C1)F)C(CN1C=NC=C1)O 1-(2,4-difluorophenyl)-2-(1H-imidazol-1-yl)ethan-1-ol